tert-butyl 3-(4,6-dimethylpyrazolo[1,5-a]pyrazin-2-yl)-3-oxopropionate CC=1C=2N(C=C(N1)C)N=C(C2)C(CC(=O)OC(C)(C)C)=O